4-vinyl-4'-ethylbiphenyl C(=C)C1=CC=C(C=C1)C1=CC=C(C=C1)CC